FC=1C=C(C=CC1F)C1=C(N=C(C2=CC3=C(C=C12)C=NN3C3OCCCC3)OC3=C(C(=C(C(=O)O)C=C3)O)F)C3CCOCC3 4-[5-(3,4-difluorophenyl)-1-tetrahydropyran-2-yl-6-tetrahydropyran-4-yl-pyrazolo[4,3-g]Isoquinolin-8-yl]Oxy-3-fluoro-2-hydroxy-benzoic acid